C(#N)C1=CC=C(C=C1)C1CCN(CC1)C(=O)C=1C(=CC(=C(C1)C1=NC2=C(C(N(CC2)C(=O)OC(C)(C)C)C)N1)C)C tert-butyl 2-(5-(4-(4-cyanophenyl) piperidine-1-carbonyl)-2,4-dimethylphenyl)-4-methyl-6,7-dihydro-3H-imidazo[4,5-c]pyridine-5(4H)-carboxylate